C(C=C)(=O)N1C(CN(CC1)C1=NC(=NC=2CC(CCC12)N1CCC2=CC=CC=C12)OCC1N(CCC1)C)CC#N 2-(1-acryloyl-4-(7-(indolin-1-yl)-2-((1-methylpyrrolidin-2-yl)methoxy)-5,6,7,8-tetrahydroquinazolin-4-yl)piperazin-2-yl)acetonitrile